FC(OC=1C=C(C=CC1)C(CCC(F)F)=N[S@@](=O)C(C)(C)C)F (S)-N-(1-(3-(difluoromethoxy)phenyl)-4,4-difluorobutylidene)-2-methylpropane-2-sulfinamide